BrC1=C(C(=C(C(=O)OC)C=C1)F)O methyl 4-bromo-2-fluoro-3-hydroxybenzoate